2-methyl-5-((4-methylthiazol-5-yl)methoxy)-N-(1-(2,2,2-trifluoroethyl)piperidin-4-yl)benzo-furan-3-carboxamide CC=1OC2=C(C1C(=O)NC1CCN(CC1)CC(F)(F)F)C=C(C=C2)OCC2=C(N=CS2)C